1,4,7,10-tetraazacyclododecane-1,4,7,10-tetraacetic acid monoamide N1(CCN(CCN(CCN(CC1)CC(=O)O)CC(=O)O)CC(=O)O)CC(=O)N